(4-(4-(benzo[d]thiazol-5-ylamino)quinolin-7-yl)-3-fluorophenyl)(2,5-diazabicyclo[2.2.1]heptan-2-yl)methanone S1C=NC2=C1C=CC(=C2)NC2=CC=NC1=CC(=CC=C21)C2=C(C=C(C=C2)C(=O)N2C1CNC(C2)C1)F